3-(((7-(3-Fluoropyridin-4-yl)-2,3-dihydrofuro[3,2-c]pyridin-4-yl)amino)methyl)-N-methylbenzamid FC=1C=NC=CC1C=1C2=C(C(=NC1)NCC=1C=C(C(=O)NC)C=CC1)CCO2